C1CC12CCN(CC2)C2=C(C=CC(=N2)NS(=O)(=O)CCO)N2N=NC(=C2)C2=NC(=NC(=C2)C)N2CCC(CC2)(F)F N-(6-{6-azaspiro[2.5]octan-6-yl}-5-{4-[2-(4,4-difluoropiperidin-1-yl)-6-methylpyrimidin-4-yl]-1H-1,2,3-triazol-1-yl}pyridin-2-yl)-2-hydroxyethane-1-sulfonamide